FC1=C(C=C(C=C1)CSC1=CC=C(C=C1)C)B(O)O (2-FLUORO-5-([(4-METHYLPHENYL)SULFANYL]METHYL)PHENYL)BORANEDIOL